N1=CC(=CC=C1)C(=O)N1CCC(CC1)(F)F (3-pyridinyl)(4,4-difluoropiperidin-1-yl)methanone